NCC=1C=C(C=CC1)C=1C=C(C2=C(C(=CO2)COC2=C(C=CC=C2)CC(=O)O)C1)NCC 2-(2-((5-(3-(aminomethyl)phenyl)-7-(ethylamino)benzofuran-3-yl)methoxy)phenyl)acetic acid